OC1=CC=CC=2NC(OC(C21)=O)=O 5-hydroxy-1H-benzo[d][1,3]oxazine-2,4-dione